FC1=C(C=CC=C1)N1N=C(C=C1C=1C=NC=C(C1)F)O 1-(2-fluorophenyl)-5-(5-fluoropyridin-3-yl)-1H-pyrazol-3-ol